4-(4-aminopiperidin-1-yl)-N-(6,8-dimethylimidazo[1,2-a]pyrazin-2-yl)-6-fluoro-2-methyl-2H-indazole-7-carboxamide 2,2,2-trifluoroacetate FC(C(=O)O)(F)F.NC1CCN(CC1)C=1C2=CN(N=C2C(=C(C1)F)C(=O)NC=1N=C2N(C=C(N=C2C)C)C1)C